7-(4-(1,2,4-oxadiazol-3-yl)phenyl)-2-(1-cyclopropyl-2-hydroxy-2-methylpropyl)isoindolin-1-one O1N=C(N=C1)C1=CC=C(C=C1)C=1C=CC=C2CN(C(C12)=O)C(C(C)(C)O)C1CC1